(Z)-3-(3-(3,5-bis(trifluoromethyl)phenyl)-1H-1,2,4-triazol-1-yl)-N-(1-oxo-3,4-dihydropyrrolo[1,2-a]pyrazin-2(1H)-yl)acrylamide FC(C=1C=C(C=C(C1)C(F)(F)F)C1=NN(C=N1)\C=C/C(=O)NN1C(C=2N(CC1)C=CC2)=O)(F)F